N(C(=O)N)C/C=C/C1=CC=2C(=NC=C3C=CC(N(C23)C2=CC(=CC=C2)C(F)(F)F)=O)C=C1 (E)-9-[3-ureido-propenyl]-2-oxo-1-[3-(trifluoromethyl)phenyl]-1,2-dihydrobenzo[h][1,6]naphthyridine